(E)-ethyl 2-(methylthio)-4-(2-(1,1,1-trifluoropropan-2-ylidene)hydrazinyl)pyrimidine-5-carboxylate CSC1=NC=C(C(=N1)N/N=C(/C(F)(F)F)\C)C(=O)OCC